C[C@H]1CN(CCN1)C(=O)C=1N=C(SC1)C=1C=NN(C1)C1=CC(=CC=C1)C(F)(F)F (3S)-3-methyl-1-(2-{1-[3-(trifluoromethyl)phenyl]-1H-pyrazol-4-yl}-1,3-thiazole-4-carbonyl)piperazine